[Cl-].C[N+](CCCNC(C(=C)C)=O)(C)C trimethyl-[3-(methacryloylamino)propyl]ammonium chloride